(2R,3S,4R)-6-hydroxy-2-(hydroxymethyl)tetrahydro-2H-pyran-3,4-diyl diacetate C(C)(=O)O[C@@H]1[C@H](OC(C[C@H]1OC(C)=O)O)CO